N-[(1R)-1-(hydroxymethyl)butyl]-4-({4-[({2-[methyl(methylsulfonyl)amino]pyridin-3-yl}methyl)amino]-5-(trifluoromethyl)pyrimidin-2-yl}amino)benzamide OC[C@@H](CCC)NC(C1=CC=C(C=C1)NC1=NC=C(C(=N1)NCC=1C(=NC=CC1)N(S(=O)(=O)C)C)C(F)(F)F)=O